8-n-butoxycarbonyl-tetracyclo[4.4.0.12,5.17,10]-3-dodecene C(CCC)OC(=O)C1C2C3C4C=CC(C3C(C1)C2)C4